(S)-3-(8-(3,4-difluorophenyl)-6-azaspiro[3.4]octane-6-carbonyl)-1,2,4-oxadiazol-5(4H)-one FC=1C=C(C=CC1F)[C@@H]1CN(CC12CCC2)C(=O)C2=NOC(N2)=O